(4-cyclopropyl-1-(2,6-dichloro-4-fluorophenyl)-1H-pyrazol-5-yl)methanol C1(CC1)C=1C=NN(C1CO)C1=C(C=C(C=C1Cl)F)Cl